methyl (Z)-hexadec-9-enoate C(CCCCCCC\C=C/CCCCCC)(=O)OC